(R)-2-(4-isopropylphenyl)-N-(1-(2-methyl-2H-pyrazolo[3,4-c]pyridin-5-yl)ethyl)acetamide C(C)(C)C1=CC=C(C=C1)CC(=O)N[C@H](C)C1=CC=2C(C=N1)=NN(C2)C